6-chloro-4-((4-chloro-2-(N-methylmethanesulfonamido)phenyl)amino)-N-ethoxynicotinamide ClC1=NC=C(C(=O)NOCC)C(=C1)NC1=C(C=C(C=C1)Cl)N(S(=O)(=O)C)C